4-[(5-amino-2-pyridinyl)oxy]-2-[(trifluoro-methyl)oxy]benzonitrile NC=1C=CC(=NC1)OC1=CC(=C(C#N)C=C1)OC(F)(F)F